4-((1H-imidazol-1-yl)methyl)-N-(3-(methylsulfonamido)phenyl)benzamide N1(C=NC=C1)CC1=CC=C(C(=O)NC2=CC(=CC=C2)NS(=O)(=O)C)C=C1